C1(CC1)C1=CC=C(C=C1)NC1CCC(CC1)N N1-(4-cyclopropylphenyl)cyclohexane-1,4-diamine